C(C)(C)(C)OC(=O)NC=1C=CC(N(C1)CC(=O)OCC)=O ethyl 2-{5-[(tert-butoxycarbonyl)amino]-2-oxopyridin-1-yl}acetate